CC=1C=C2C=NN(C2=CC1C=1C[C@@H]2[C@@H](CN(C2)C(=O)OC(C)(C)C)C1)C=1C=NN(C1)C |r| (rac)-tert-Butyl (3aR,6aS)-5-(5-methyl-1-(1-methyl-1H-pyrazol-4-yl)-1H-indazol-6-yl)-3,3a,4,6a-tetrahydrocyclopenta[c]pyrrole-2(1H)-carboxylate